(2R,3S,5R)-5-(2-amino-6-(cyclopropylamino)-9H-purin-9-yl)-2-ethynyl-2-(hydroxymethyl)tetrahydrothiophen-3-ol NC1=NC(=C2N=CN(C2=N1)[C@H]1C[C@@H]([C@](S1)(CO)C#C)O)NC1CC1